9-(1H-Imidazol-1-yl)-2,4-dimethyl-7,8-dihydro-[1,3]dioxolo[4,5-g]isoquinolin N1(C=NC=C1)C=1C=2CCN=CC2C(=C2C1OC(O2)C)C